2-chloro-6-fluoro-N-(1-(5-(6-methoxypyrazolo[1,5-a]pyridin-4-yl)pyridin-2-yl)-4-methylpiperidin-4-yl)benzamide ClC1=C(C(=O)NC2(CCN(CC2)C2=NC=C(C=C2)C=2C=3N(C=C(C2)OC)N=CC3)C)C(=CC=C1)F